C1(CC1)[C@H](NC(CN1N=CC2=C(C1=O)C(=NN2C2CC2)C)=O)C2=CC=CC=C2 (S)-N-(cyclopropyl(phenyl)methyl)-2-(1-cyclopropyl-3-methyl-4-oxo-1,4-dihydro-5H-pyrazolo[3,4-d]pyridazin-5-yl)acetamide